3-(1-(2-(6-(Difluoromethyl)imidazo[1,2-a]pyrazin-3-yl)pyrimidin-4-yl)piperidin-3-yl)-1H-pyrazole-5-carboxamide FC(C=1N=CC=2N(C1)C(=CN2)C2=NC=CC(=N2)N2CC(CCC2)C2=NNC(=C2)C(=O)N)F